CS(=O)(=O)C=1C=C(CN2CC3=CC=CC=C3C2)C=CC1OCC1CCN(CC1)S(=O)(=O)C 2-(3-(Methylsulfonyl)-4-((1-(methylsulfonyl)piperidin-4-yl)methoxy)benzyl)-isoindoline